ClC=1C=C2CCN(CC2=C(C1)[C@H]1N(CCC1)C(=O)OC(C)(C)C)C(C1=NC=C(C=C1)C)=O tert-butyl (S)-2-(6-chloro-2-(5-methylpicolinoyl)-1,2,3,4-tetrahydroisoquinolin-8-yl)pyrrolidine-1-carboxylate